O1C=CC=2C(=NC=CC21)C2=CC=C(C(=O)N[C@@H]1CC[C@H](CC1)N1C(CCC1)=O)C=C2 4-(furo[3,2-c]pyridin-4-yl)-N-[trans-4-(2-oxopyrrolidin-1-yl)cyclohexyl]benzamide